S1C=NC2=C1C=CC(=C2)CN(C(=O)[C@H]2N(CCC2)S(=O)(=NC2CC2)C2=CC(=C(C=C2)C)F)C2CCC(CC2)(F)F (2S)-N-(benzo[d]thiazol-5-ylmethyl)-1-(N-cyclopropyl-3-fluoro-4-methylphenylsulfonimidoyl)-N-(4,4-difluorocyclohexyl)pyrrolidine-2-carboxamide